(R)-5-(6-ethyl-8-fluoro-4-methyl-2-(3-methyl-4-((tetrahydro-2H-pyran-4-yl)methyl)piperazin-1-yl)quinolin-3-yl)-3-methyl-1,2,4-oxadiazole C(C)C=1C=C2C(=C(C(=NC2=C(C1)F)N1C[C@H](N(CC1)CC1CCOCC1)C)C1=NC(=NO1)C)C